NC=1N=C(C2=C(N1)C=CN(C2=O)CC2=CC=C(C=C2)CN2CCN(CC2)C)N[C@H](CCO)CCC (S)-2-amino-4-((1-hydroxyhexan-3-yl)amino)-6-(4-((4-methylpiperazin-1-yl)methyl)benzyl)pyrido[4,3-d]pyrimidin-5(6H)-one